2-(4-[2-[N-(1,1-dioxo-1λ6-thian-4-yl)carbamimidoyl]-5-methyl-4-oxo-4H,5H-thieno[3,2-c]pyridin-7-yl]-2-methoxyphenoxy)acetic Acid O=S1(CCC(CC1)NC(=N)C1=CC=2C(N(C=C(C2S1)C1=CC(=C(OCC(=O)O)C=C1)OC)C)=O)=O